(biphenylyl)dibenzophenyl[phenyl(dimethylfluorenyl)triazinyl]dibenzofuran C1(=C(C=CC=C1)C=1C(=C(C2=C(OC3=C2C=CC=C3)C1)C1=NN=NC(=C1C1=C(C(=CC=3C2=CC=CC=C2CC13)C)C)C1=CC=CC=C1)C1=CC3=C(C2=C1C=CC=C2)C=CC=C3)C3=CC=CC=C3